CS(=O)(=O)[O-].C[N+]1(CCCC1)C 1,1-Dimethylpyrrolidinium methansulfonat